CCOP(=S)(C1=CC=CC=C1)OC2=CC=C(C=C2)[N+](=O)[O-] O-ethyl-O-(4-nitrophenyl)phenylphosphonothioate